C(C)(=O)N1C[C@@H](OCC1)CC1=C(N=C2N1C=CC(=C2)C)C2=C(C=C(C=C2)N2C(CCC2)=O)Cl (S)-1-(4-(3-((4-acetylmorpholin-2-yl)methyl)-7-methylimidazo[1,2-a]pyridin-2-yl)-3-chlorophenyl)pyrrolidin-2-one